FC1=C2C(=CC3=C1NC(=N3)CCNC)CC(C2)CN2CCC3(CN(C(O3)=O)C3=NC1=C(OCC(N1)=O)N=C3)CC2 6-[8-[[8-fluoro-2-[2-(methylamino)ethyl]-1,5,6,7-tetrahydrocyclopenta[f]benzimidazol-6-yl]methyl]-2-oxo-1-oxa-3,8-diazaspiro[4.5]decan-3-yl]-4H-pyrazino[2,3-b][1,4]oxazin-3-one